C(#N)C1CC(CC1)N1CC2(CCC2)C2=C1N=CN=C2N2C[C@H](N(C[C@@H]2C)C(=O)OC(C)(C)C)C tert-butyl (2R,5S)-4-[7-(3-cyanocyclopentyl)spiro[6H-pyrrolo[2,3-d]pyrimidine-5,1'-cyclobutane]-4-yl]-2,5-dimethylpiperazine-1-carboxylate